C(CCC)C[C@](C(=O)N)(O)CCCC |r| racemic-dibutyl-lactamide